C(C=1C(C(=O)OC2CCCCCC2)=CC=CC1)(=O)OC1CCCCCC1 dicycloheptyl phthalate